C1(C(C)=CC(N1CC1=CC=CC=C1CN1C(C(C)=CC1=O)=O)=O)=O 2,3-biscitraconimidomethylbenzene